(R,R) or (S,R)-N'-((8-cyano-1,2,3,5,6,7-hexahydro-s-indacen-4-yl)carbamoyl)-5-(1,2-dihydroxypropan-2-yl)-3-fluorothiophene-2-sulfonimidamide C(#N)C=1C=2CCCC2C(=C2CCCC12)NC(=O)N=[S@](=O)(N)C=1SC(=CC1F)[C@](CO)(C)O |o1:18|